6-[4-[(2S)-2-carboxy-2-[(5-chloro-8-hydroxy-3-methyl-1-oxo-3,4-dihydroisochromene-7-carbonyl)amino]ethyl]phenyl]hexanoic acid C(=O)(O)[C@H](CC1=CC=C(C=C1)CCCCCC(=O)O)NC(=O)C1=CC(=C2CC(OC(C2=C1O)=O)C)Cl